1-morpholino-2-[4-(4,4,5,5-tetramethyl-1,3,2-dioxaborolan-2-yl)phenoxy]ethanone O1CCN(CC1)C(COC1=CC=C(C=C1)B1OC(C(O1)(C)C)(C)C)=O